(E)-3-(2-(2-(cyclohexanecarbonyl)-2,5-diazaspiro[3.4]octan-5-yl)phenyl)-N-hydroxyacrylamide C1(CCCCC1)C(=O)N1CC2(C1)N(CCC2)C2=C(C=CC=C2)/C=C/C(=O)NO